CN1C=NC2=C1C=C(C=C2)C 3,5-dimethylbenzimidazole